C(C)SC1=NN2C(NC=CC2=O)=C1C=1N=NC(=CC1)OCC(C(F)(F)F)(F)F 2-(ethylthio)-3-(6-(2,2,3,3,3-pentafluoropropoxy)pyridazin-3-yl)pyrazolo[1,5-a]pyrimidin-7(4H)-one